C(C=C)(=O)N1CCN(CC1)C1=CC(=NC2=C(C(=C(C=C12)Cl)C1=CC=C(C2=C1N=C(S2)N)F)F)OCCN(C)C 4-(4-Acryloyl-Piperazin-1-yl)-7-(2-Amino-7-Fluorobenzo[d]Thiazol-4-yl)-6-Chloro-2-(2-(Dimethylamino)Ethoxy)-8-Fluoroquinolin